(E)-1-(5-chloro-2-hydroxy-4-methylphenyl)-3-(dimethylamino)-2-propen-1-one ClC=1C(=CC(=C(C1)C(\C=C\N(C)C)=O)O)C